C(C)(C)(C)[Si](C)(C)OCCCC1=CC=C(C=C1)Cl tert-Butyl-(3-(4-chlorophenyl)propoxy)dimethyl-silane